ClC=1C=C2C(=C3C4(NC(NC13)=O)CCCCC4)OC(=C2)C(=O)N(C)CCCN2N=C(C=C2C)C 5'-chloro-N-[3-(3,5-dimethyl-1H-pyrazol-1-yl)propyl]-N-methyl-7'-oxo-7',8'-dihydro-6'H-spiro[cyclohexane-1,9'-furo[2,3-f]quinazoline]-2'-carboxamide